Tetradecyl tetradecanoate Tetradecyl-hexadecanoate Tetradecyl-octadecanoate Tetradecyl-eicosanoate C(CCCCCCCCCCCCC)OC(CCCCCCCCCCCCCCCCCCC)=O.C(CCCCCCCCCCCCC)OC(CCCCCCCCCCCCCCCCC)=O.C(CCCCCCCCCCCCC)OC(CCCCCCCCCCCCCCC)=O.C(CCCCCCCCCCCCC)(=O)OCCCCCCCCCCCCCC